1-(2-bromoethyl)-4-methyl-benzene BrCCC1=CC=C(C=C1)C